The molecule is a monocarboxylic acid anion resulting from the removal of a proton from the carboxy group of acetic acid. It has a role as a human metabolite and a Saccharomyces cerevisiae metabolite. It is a conjugate base of an acetic acid. CC(=O)[O-]